[Si](C1=CC=CC=C1)(C1=CC=CC=C1)(C(C)(C)C)O[C@H]1C[C@H](CN(C1)C(=O)OC(C)(C)C)C(=O)OC |r| rac-1-(tert-butyl) 3-methyl (3R,5S)-5-((tert-butyldiphenylsilyl)oxy)piperidine-1,3-dicarboxylate